CN1N=C(C=C1C)NC1=NC=C(C(=N1)C1=CNC2=C(C=CC=C12)N1C(C2=CC=CC(=C2C1)/C=C/C(=O)NN)=O)C (E)-3-(2-(3-(2-((1,5-dimethyl-1H-pyrazol-3-yl)amino)-5-methylpyrimidin-4-yl)-1H-indol-7-yl)-1-oxoisoindolin-4-yl)propenohydrazide